1-(3,5-dihydroxy-4-METHYLPHENYL)-1-hydroxyhept-5E-en-2-one OC=1C=C(C=C(C1C)O)C(C(CC\C=C\C)=O)O